tert-butyl-4-(7-fluoro-5-(4,4,5,5-tetramethyl-1,3,2-dioxaborolan-2-yl)-2H-indazol-2-yl)piperidine-1-carboxylate C(C)(C)(C)OC(=O)N1CCC(CC1)N1N=C2C(=CC(=CC2=C1)B1OC(C(O1)(C)C)(C)C)F